OC[C@@H](C)NC(OC(C)(C)C)=O tert-butyl (R)-(1-hydroxypropan-2-yl)carbamate